7-bromo-3-fluoro-4-(((R)-1-((cis)-4-(6-fluoroquinolin-4-yl)cyclohexyl)propan-2-yl)amino)-2H-chromen-2-one BrC1=CC=C2C(=C(C(OC2=C1)=O)F)N[C@@H](C[C@@H]1CC[C@@H](CC1)C1=CC=NC2=CC=C(C=C12)F)C